2-(1-(2-hydroxy-ethyl)piperidin-4-yl)-N-(tetrahydro-2H-pyran-4-yl)benzo[d]-thiazole-6-carboxamide OCCN1CCC(CC1)C=1SC2=C(N1)C=CC(=C2)C(=O)NC2CCOCC2